FC(C1=CC(=C(OC2CN(C2)C(=O)OC2CC2)C=C1)NC(=O)N1C[C@](CC1)(C1=NC=NS1)C1=CC(=C(C=C1)C)F)F Cyclopropyl (R)-3-(4-(difluoromethyl)-2-(3-(3-fluoro-4-methylphenyl)-3-(1,2,4-thiadiazol-5-yl)pyrrolidine-1-carboxamido)phenoxy)azetidine-1-carboxylate